(2-((5-chloro-2-((4-(1-methylpyrrolidin-3-yl)pyridin-2-yl)amino)pyridin-4-yl)amino)phenyl)dimethylphosphine ClC=1C(=CC(=NC1)NC1=NC=CC(=C1)C1CN(CC1)C)NC1=C(C=CC=C1)P(C)C